1-amino-2-octadecanol NCC(CCCCCCCCCCCCCCCC)O